{1-[2-methoxy-5-(3-(pyridin-4-yl)-1H-7-azaindazol-5-yl)pyridin-3-yl]butyl}-9H-purin-6-amine COC1=NC=C(C=C1C(CCC)C1=NC(=C2N=CNC2=N1)N)C=1C=C2C(=NNC2=NC1)C1=CC=NC=C1